4-(8-((4-(azetidin-1-yl)-3-fluoropiperidin-1-yl)methyl)-2-(3-(m-tolyl)-1H-Pyrazol-1-yl)-9H-purin-6-yl)morpholine N1(CCC1)C1C(CN(CC1)CC=1NC2=NC(=NC(=C2N1)N1CCOCC1)N1N=C(C=C1)C=1C=C(C=CC1)C)F